NC1=NC(=NC(=N1)N)CC=C 2,4-diamino-6-allyl-s-triazine